FC(C1=CC=C(C=N1)OC1=CC=C(N)C=C1)(F)F 4-(6-(trifluoromethyl)pyridin-3-yloxy)aniline